[H-].C(CN)N ethylenediamine hydride